4,5-dioleoyl-pentanoic acid C(CCCCCCC\C=C/CCCCCCCC)(=O)C(CCC(=O)O)CC(CCCCCCC\C=C/CCCCCCCC)=O